FC=1C=C(C2=C(C1)C1(CC1)CO2)NC2=NC=1N(C(=C2)NC)N=CC1NC(=O)N[C@H]1[C@H](C1)F 1-(5-((5-Fluoro-2H-spiro[benzofuran-3,1'-cyclopropan]-7-yl)amino)-7-(methylamino)pyrazolo[1,5-a]pyrimidin-3-yl)-3-((1r,2s)-2-fluorocyclopropyl)urea